3-(4,4,5,5-tetramethyl-1,3,2-dioxaborolan-2-yl)benzoyl chloride CC1(OB(OC1(C)C)C=1C=C(C(=O)Cl)C=CC1)C